trans-chalcon C1(=CC=CC=C1)\C=C\C(=O)C1=CC=CC=C1